C(C)(C)(C)OC(=O)N1C(C2=C(CC1)NC(=C2NC2=CC=CC=C2)C2=NC=CC=C2)=O 4-oxo-3-(phenylamino)-2-(pyridin-2-yl)-1,4,6,7-tetrahydro-5H-pyrrolo[3,2-c]pyridine-5-carboxylic acid tert-butyl ester